2-chloro-1,3-dimethylimidazolium tetrafluoroborate F[B-](F)(F)F.ClC=1N(C=C[N+]1C)C